2,5-dimethyl-2,5-bis(tert-butyl-peroxy)-3-hexyne CC(C)(C#CC(C)(OOC(C)(C)C)C)OOC(C)(C)C